BrC=1C=C(C=C2C(=CC(=NC12)C)O)CC 8-bromo-6-ethyl-2-methylquinolin-4-ol